tert-butyl 4-(6-(6-methoxy-2-methyl-2H-indazole-5-carboxamido) pyridazin-3-yl)piperazine-1-carboxylate COC=1C(=CC2=CN(N=C2C1)C)C(=O)NC1=CC=C(N=N1)N1CCN(CC1)C(=O)OC(C)(C)C